2,2',2''-(10-{2-[benzyl-(carboxymethyl)amino]-2-oxoethyl}-1,4,7,10-tetraazacyclododecane-1,4,7-triyl)triacetic acid gadolinium [Gd].C(C1=CC=CC=C1)N(C(CN1CCN(CCN(CCN(CC1)CC(=O)O)CC(=O)O)CC(=O)O)=O)CC(=O)O